BrC1=CC=C(C=C1)C(C(F)(F)F)(C(F)(F)F)O 2-(4-bromophenyl)-1,1,1,3,3,3-hexafluoropropan-2-ol